N1(C=NC=C1)C=1N=C(C2=C(N1)C=NN2)C(=O)NC2CCC(CC2)C(NC)=O 5-(1H-imidazol-1-yl)-N-((1r,4r)-4-(methylcarbamoyl)cyclohexyl)-1H-pyrazolo[4,3-d]pyrimidine-7-carboxamide